C(C)(C)N1N=CC=2C1=NC(=NC2)C#N 1-isopropyl-1H-pyrazolo[3,4-d]pyrimidine-6-carbonitrile